[5-(2,4-difluorophenyl)isoxazol-3-yl]-[(1r,4r)-1,4-dimethyl-4-(1-methylpyrazol-4-yl)-1,3-dihydroisoquinolin-2-yl]methanone FC1=C(C=CC(=C1)F)C1=CC(=NO1)C(=O)N1[C@@H](C2=CC=CC=C2[C@@](C1)(C=1C=NN(C1)C)C)C